CC1=C(C(=C(C2=C1O[C@](CC2)(C)CCC[C@H](C)CCC[C@H](C)CCCC(C)C)C)OP(=O)(O)O)C α-Tocopherol phosphate